bistetradecyl ether C(CCCCCCCCCCCCC)OCCCCCCCCCCCCCC